COC([C@@H](NC(C1=C(C(=CC(=C1)Br)C)NC(=O)C1=CC(=NN1C1=NC=CC=C1Cl)Br)=O)CO)=O (5-bromo-2-(3-bromo-1-(3-chloropyridin-2-yl)-1H-pyrazole-5-carboxamido)-3-methylbenzoyl)-L-serine methyl ester